(S)-1-(((S)-tert-butylsulfinyl)amino)-6-chloro-1,3-dihydrospiro[indene-2,4'-piperidine]-1'-carboxylic acid tert-butyl ester C(C)(C)(C)OC(=O)N1CCC2(CC1)[C@@H](C1=CC(=CC=C1C2)Cl)N[S@@](=O)C(C)(C)C